tert-Butyl 3-(4-hydroxy-7-(oxazol-2-yl)benzo[d]oxazol-2-yl)-3,6-diazabicyclo[3.1.1]heptane-6-carboxylate OC1=CC=C(C2=C1N=C(O2)N2CC1N(C(C2)C1)C(=O)OC(C)(C)C)C=1OC=CN1